2-(2-((5-(1-aminoisoquinolin-7-yl)-1-isopropyl-1H-indazol-3-yl)methoxy)phenyl)acetic acid NC1=NC=CC2=CC=C(C=C12)C=1C=C2C(=NN(C2=CC1)C(C)C)COC1=C(C=CC=C1)CC(=O)O